C1S(CCC12CNCC2)(=O)=O 2-thia-7-azaspiro[4.4]nonane 2,2-dioxide